(4aR,10aR)-Propyl-1,2,3,4,4a,5,10,10a-octahydro-benzo[g]quinoline-6,7-diol C(CC)N1CCC[C@@H]2CC3=C(C[C@@H]12)C=CC(=C3O)O